O=C1NC=2N(C3=CC=CC=C13)CCN2 5-oxo-1,2,4,5-tetrahydroimidazo[1,2-a]quinazoline